C[C@@H](CC)NC(O[C@H]1CO[C@@H](C1)C=1C=NC(=NC1)NC1CCC(CC1)N[C@@H](COC)C)=O |o1:7,10| (3R*,5S*)-5-{2-[(4-{[(2R)-1-methoxypropan-2-yl]amino}cyclohexyl)amino]pyrimidin-5-yl}oxolan-3-yl N-[(2S)-butan-2-yl]carbamate